2-(1-(3-(benzo[b]thiophen-3-yl)phenyl)cyclopropyl)-3,5,6,7,8,9-hexahydro-4H-pyrimido[5,4-c]azepin-4-one S1C2=C(C(=C1)C=1C=C(C=CC1)C1(CC1)C=1NC(C=3CNCCCC3N1)=O)C=CC=C2